1-[[[4-(4-fluoro-2-methyl-1H-indole-5-yl)oxy-6-methoxyquinoline-7-yl]oxy]methyl]cyclopropylamine FC1=C2C=C(NC2=CC=C1OC1=CC=NC2=CC(=C(C=C12)OC)OCC1(CC1)N)C